3-Hydroxy-2-methyl-4(1H)-quinolinone OC1=C(NC2=CC=CC=C2C1=O)C